C(=CC1=CC=CC=C1)C(=O)O.C=CC1=CC=CC=C1 styrene-styrenecarboxylic acid salt